C(C)C=1C(NC2=CC(=CC=C2C1)C(C(C)C)O)=O 3-Ethyl-7-(1-hydroxy-2-methylpropyl)quinolin-2(1H)-one